C1(=CC=CC=C1)C1=C(C(=NN=N1)C1=C(C2=C(SC3=C2C=CC=C3)C=C1)C1=CC=CC=C1)C1=NC=CC=C1C1=CC=CC=C1 [Phenyl(phenylpyridinyl)triazinyl](phenyldibenzothiophene)